CN1C(N(C=C1)C)CC(=O)[O-] 1,3-dimethylimidazoleacetate